FC1=C(C=CC(=C1)F)S(=O)(=O)NC=1C(=NC=C(C1)C=1C=C2C(=NC=NC2=CC1)C1CN(CC1)C(\C=C\C(C)=O)=O)OC (E)-2,4-difluoro-N-(2-methoxy-5-(4-(1-(4-oxopent-2-enoyl)pyrrolidin-3-yl)quinazolin-6-yl)pyridin-3-yl)benzenesulfonamide